3-chloro-2-[5-(2,2-dimethoxyethoxy)pentoxy]-5-[1-methyl-1-[4-[(2-methylsulfonylpyrimidin-5-yl)methoxy]phenyl]ethyl]benzonitrile ClC=1C(=C(C#N)C=C(C1)C(C)(C1=CC=C(C=C1)OCC=1C=NC(=NC1)S(=O)(=O)C)C)OCCCCCOCC(OC)OC